Cl.Cl.Cl.FC=1C=C(C=C2C(=CC=NC12)C(C)(C)O)C1=NC(=NC=C1F)NC1=NC=C(C=C1)C1CCNCC1 2-(8-Fluoro-6-(5-fluoro-2-((5-(piperidin-4-yl)pyridin-2-yl)amino)pyrimidin-4-yl)quinolin-4-yl)propan-2-ol trihydrochloride